5-bromo-N-methyl-2-(trifluoromethyl)benzamide tert-Butyl-4-(1-(4-chlorophenyl)-2-oxoethyl)piperidine-1-carboxylate C(C)(C)(C)OC(=O)N1CCC(CC1)C(C=O)C1=CC=C(C=C1)Cl.BrC=1C=CC(=C(C(=O)NC)C1)C(F)(F)F